tert-butyl (3R)-3-((5-(1-cyclopropylethyl)-7-((2-(trimethylsilyl)ethoxy)methyl)-7H-pyrrolo[2,3-d]pyrimidin-4-yl)amino)piperidine-1-carboxylate C1(CC1)C(C)C1=CN(C=2N=CN=C(C21)N[C@H]2CN(CCC2)C(=O)OC(C)(C)C)COCC[Si](C)(C)C